N-(6-(1-([1,1'-biphenyl]-3-yl)ethyl)-5-isobutyryl-5-azaspiro[2.4]heptan-7-yl)methanesulfonamide C1(=CC(=CC=C1)C(C)C1N(CC2(CC2)C1NS(=O)(=O)C)C(C(C)C)=O)C1=CC=CC=C1